tetramethyl-bisphenol A terephthalate C(C1=CC=C(C(=O)O)C=C1)(=O)O.CC1=C(C(=C(C(=C1O)C)C)C(C)(C)C1=CC=C(C=C1)O)C